C[Si](C)(C)N([C@H](CCCC(CC(=O)OC(C)(C)C)O[Si](C)(C)C(C)(C)C)B1O[C@@H]2[C@H]3C([C@@H](C[C@@]2(O1)C)C3)(C)C)[Si](C)(C)C tert-butyl (7S)-7-[bis(trimethylsilyl)amino]-3-[(tert-butyldimethylsilyl)oxy]-7-[(1R,2R,6S,8R)-6,9,9-trimethyl-3,5-dioxa-4-boratricyclo[6.1.1.02,6]decan-4-yl]heptanoate